CN(C1=CC=C(C=N1)C1=C(N=C(N(C1=O)C)N1CCC(CC1)NC)C1=CC(=C(C#N)C=C1)F)C 4-[5-(6-dimethylamino-pyridin-3-yl)-1-methyl-2-(4-methylamino-piperidin-1-yl)-6-oxo-1,6-dihydro-pyrimidin-4-yl]-2-fluoro-benzonitrile